N-(2,4-dimethoxybenzyl)-6-((6,7-dimethylquinolin-4-yl)oxy)pyridazin-3-amine COC1=C(CNC=2N=NC(=CC2)OC2=CC=NC3=CC(=C(C=C23)C)C)C=CC(=C1)OC